N1C(NC=C1)=O imidazol-2(3H)-one